ClC=1C=C(C=CC1Cl)NC(C#C)=O N-(3,4-dichlorophenyl)prop-2-ynamide